ethyl 1-(4-cyanophenyl)-5-hydroxy-3-oxo-2-(propylcarbamoyl)-1,2,3,6-tetrahydropyridazine-4-carboxylate C(#N)C1=CC=C(C=C1)N1N(C(C(=C(C1)O)C(=O)OCC)=O)C(NCCC)=O